FC1=CC=C2C(=C1)OC(C1=C2NC2=C(C=C(C=C12)F)F)CN 1-{3,8,10-trifluoro-6H,11H-chromeno[4,3-b]indol-6-yl}methanamine